C(C1=CC=CC=C1)N1N=C2C(N(CCC2=C1Cl)[C@@H]1C(N(C2=C3CCN(CC3=CC=C2OC1)C(=O)N(C)C)C)=O)=O (S)-3-(2-benzyl-3-chloro-7-oxo-2,4,5,7-tetrahydro-6H-pyrazolo[3,4-c]pyridin-6-yl)-N,N,1-trimethyl-2-oxo-1,2,3,4,10,11-hexahydro-[1,4]oxazepino[3,2-f]isoquinoline-9(8H)-carboxamide